3-(8-Cyanoquinolin-5-yl)-5-methyl-N-(1-methylpiperidin-4-yl)-3-azabicyclo[3.1.0]hexane-1-Formamide C(#N)C=1C=CC(=C2C=CC=NC12)N1CC2(CC2(C1)C)C(=O)NC1CCN(CC1)C